BrC=1C(=NN(C1C1=CC=CC=C1)C1=C(C(=CC=C1)F)F)S(=O)(=O)CC(=O)OCC Ethyl {[4-bromo-1-(2,3-difluorophenyl)-5-phenyl-1H-pyrazol-3-yl]sulfonyl}acetate